((4R,5S)-5-(2-chlorophenyl)-2,2-dimethyl-1,3-dioxolan-4-yl)methanol ClC1=C(C=CC=C1)[C@H]1[C@H](OC(O1)(C)C)CO